C1(CC1)CS(=NC(C1=CC=C(C=C1)C1=NOC(=N1)C(F)(F)F)=O)(C1=CC=NC=C1)=O N-((cyclopropylmethyl)(oxo)(pyridin-4-yl)-λ6-sulfaneylidene)-4-(5-(trifluoromethyl)-1,2,4-oxadiazol-3-yl)benzamide